C(C=C)N1N(C2=NC(=CC=C2C1=O)NC1=NC=C(C(=N1)N[C@H](CO)C1=CC=CC=C1)C1=NC(=NO1)N1CCOCC1)C(C)C (S)-2-allyl-6-((4-((2-hydroxy-1-phenylethyl)amino)-5-(3-morpholino-1,2,4-oxadiazol-5-yl)pyrimidin-2-yl)amino)-1-isopropyl-1,2-dihydro-3H-pyrazolo[3,4-b]pyridin-3-one